CC1NC(CCC1)C.[Li] lithium 2,6-dimethylpiperidine salt